(S)-N-(3-(2-((1,5-dimethyl-1H-pyrazol-3-yl)amino)-5-methylpyrimidin-4-yl)-1H-indol-7-yl)-2-(3-((2-((2-hydroxyethyl)amino)pyrimidin-4-yl)oxy)pyrrolidin-1-yl)acetamide CN1N=C(C=C1C)NC1=NC=C(C(=N1)C1=CNC2=C(C=CC=C12)NC(CN1C[C@H](CC1)OC1=NC(=NC=C1)NCCO)=O)C